O1C(CCCC1)OCC12COC(CC1)(CC2)C2=NNC(=C2)C2=CN=CN2[C@H](CO)C (2S)-2-(5-(3-(4-(((tetrahydro-2H-pyran-2-yl)oxy)methyl)-2-oxabicyclo[2.2.2]octane-1-yl)-1H-pyrazol-5-yl)-1H-imidazol-1-yl)propan-1-ol